pyridin-2-yl-N-(1-(3,5-difluoro-2-(4-methoxybenzyloxy)-phenyl)ethyl)imidazole N1=C(C=CC=C1)C=1N(C=CN1)C(C)C1=C(C(=CC(=C1)F)F)OCC1=CC=C(C=C1)OC